FC1=CC=C(C=C1)C=1N=CN(C1C1=CC=NC=C1)CC(=O)N1CC2(COC2)C1 4-[4-(4-fluorophenyl)-1-(2-{2-oxa-6-azaspiro[3.3]heptan-6-yl}-2-oxoethyl)-1H-imidazol-5-yl]pyridin